N1N=NC=C1 1,2,3-triazole